3-(2-methoxyethyl)-6-nitro-2-(pyridin-3-yl)quinazolin-4(3H)-one COCCN1C(=NC2=CC=C(C=C2C1=O)[N+](=O)[O-])C=1C=NC=CC1